FC(C(=O)N([C@H]1[C@@H](C1)/C(=C/C1=CC=CC=C1)/CC)C1CC2(CN(C2)CC(=O)O)C1)(F)F 2-(6-(2,2,2-trifluoro-N-((1r,2s)-2-((E)-1-phenylbut-1-en-2-yl)cyclopropyl)acetamido)-2-azaspiro[3.3]Heptane-2-yl)acetic acid